COC1=CC=C(C(=O)C2=CC=C(C=C2)Br)C=C1 4-methoxy-4'-bromobenzophenone